(4-methylpent-3-enyl)cyclohex-3-eneformaldehyde CC(=CCCC1(CC=CCC1)C=O)C